4'-phospho-N-pantothenoylcysteine CC(C)(COP(=O)(O)O)[C@H](C(=O)NCCC(=O)N[C@@H](CS)C(=O)O)O